ClC=1C(=CC2=C(C[C@](O2)(C2=CC=CC=C2)C2N(CC(C2)(C)O)C(=O)OC(C)(C)C)C1C1=C(C(=CC=C1C#N)OC[C@H](C)O)F)F tert-butyl 2-((2S,4R)-5-chloro-4-(6-cyano-2-fluoro-3-((S)-2-hydroxypropoxy) phenyl)-6-fluoro-2-phenyl-2,3-dihydrobenzofuran-2-yl)-4-hydroxy-4-methylpyrrolidine-1-carboxylate